CC(C)C(CCCC)C 2,3-dimethyl-heptane